FC1=C(C(=CC=C1)OC)C=1NC2=C(C3=C(N1)C=NN3)C=CC=N2 5-(2-fluoro-6-methoxyphenyl)-1,6-dihydropyrazolo[4,3-d]pyrido[3,2-f][1,3]diazepine